B([O-])([O-])[O-].[Na+].[Na+].[Na+] Sodium borate